BrC1=CC2=C(N(C(N2C)=O)C2C(N(C(CC2)=O)C2=C(C=CC(=C2)C)OC)=O)C=C1 3-(5-bromo-3-methyl-2-oxo-1,3-benzodiazol-1-yl)-1-(2-methoxy-5-methylphenyl)piperidine-2,6-dione